C1NCC12CC(C2)C#CC2=CC(=C(C=C2)C=2C=1C(=C(SC1N1C(=NN=C1C(N2)CC=2OC=CN2)C)C)C)F 2-[[7-[4-[2-(2-azaspiro[3.3]heptan-6-yl)ethynyl]-2-fluoro-phenyl]-4,5,13-trimethyl-3-thia-1,8,11,12-tetrazatricyclo[8.3.0.02,6]trideca-2(6),4,7,10,12-pentaen-9-yl]methyl]oxazole